3-(3-chloropropyl)-6-fluoro-1H-indazole ClCCCC1=NNC2=CC(=CC=C12)F